C(C)(C)(C)C1N(CCC(C1)C1=CC(=NO1)C1=CC=C(C=C1)F)C(=O)OCC#CC=1C=C(C=C2C(=NNC12)N)C1=C2C(=NC=C1)NC=C2 3-(3-amino-5-(1H-pyrrolo[2,3-b]pyridin-4-yl)-1H-indazol-7-yl)prop-2-yn-1-ol tert-butyl-4-(3-(4-fluorophenyl)isoxazol-5-yl)piperidine-1-carboxylate